C(C)(=O)C1=CC=C(C=C1)C=CC p-acetyl-phenylpropene